FC(C(=O)O)(F)F.FC1=C(C=C(C=C1)F)CNC1=NC=2N(C=C1)N=CC2C(=O)NCCCCCCCCN2CCC(CC2)C2=CC=C(C=C2)NC2C(NC(CC2)=O)=O 5-[(2,5-difluorophenyl)methylamino]-N-[8-[4-[4-[(2,6-dioxo-3-piperidyl)amino]phenyl]-1-piperidyl]octyl]pyrazolo[1,5-a]pyrimidine-3-carboxamide trifluoroacetate